C\C(=C/CC[C@]1(OC2=CC(=C(C(=C2C=C1)O)C(=O)O)C)C)\CCC=C(C)C (-)-(2R)-2-[(3E)-4,8-dimethylnona-3,7-dienyl]-5-hydroxy-2,7-dimethylchromene-6-carboxylic acid